C(C)(C)(C)OC(=O)N1[C@H]2CN(C[C@@H]1CC2)C2=C(C(=NC1=C(C(=CC=C21)Br)F)Cl)[N+](=O)[O-] (1R,5S)-3-(7-bromo-2-chloro-8-fluoro-3-nitroquinolin-4-yl)-3,8-diazabicyclo[3.2.1]octane-8-carboxylic acid tert-butyl ester